The molecule is an acyclic carboxylic anhydride of isobutyric acid. Metabolite observed in cancer metabolism. It has a role as a human metabolite. It derives from an isobutyric acid. CC(C)C(=O)OC(=O)C(C)C